(R)-N,N-diethyl-4-((3-(4-hydroxypiperidine-1-carbonyl)piperidin-1-yl)sulfonyl)benzenesulfonamide C(C)N(S(=O)(=O)C1=CC=C(C=C1)S(=O)(=O)N1C[C@@H](CCC1)C(=O)N1CCC(CC1)O)CC